1-aminonaphthalene sulfate S(=O)(=O)(O)O.NC1=CC=CC2=CC=CC=C12